C(C)C(C(=O)O)CCCC.C(CCCCC)(=O)OCC ethyl hexanoate (ethyl caproate)